C(C)O[Si](CCCN1N=NN=C1C1=CC=C(C=C1)C1=NN=NN1)(OCC)OCC 1-[3-(triethoxysilyl)propyl]-5,5'-(1,4-phenylene)bis(1,2,3,4-tetrazole)